2-((2-methoxyethyl)thio)phenol COCCSC1=C(C=CC=C1)O